C[C@H]1[C@@H]([C@H]([C@H]([C@@H](O1)O)O[C@@H]2[C@@H]([C@H](C=C(O2)C(=O)[O-])O)O)O)O The molecule is a hexuronate that results from the removal of a proton from the carboxy group of 2-O-(4-deoxy-beta-L-threo-hex-4-enopyranuronosyl)-alpha-L-rhamnopyranose. It is a monocarboxylic acid anion and a hexuronate. It is a conjugate base of a 2-O-(4-deoxy-beta-L-threo-hex-4-enopyranuronosyl)-alpha-L-rhamnopyranose.